N-(3-(4-morpholino-6-(oxazol-5-yl)thieno[3,2-d]pyrimidin-2-yl)phenyl)oxazole O1CCN(CC1)C=1C2=C(N=C(N1)C=1C=C(C=CC1)N1COC=C1)C=C(S2)C2=CN=CO2